C(C)(=O)OC(C)C1=CC(=CC(=C1)C(F)(F)F)C(F)(F)F 1-[3,5-bis(trifluoromethyl)phenyl]ethanol acetate